tri(2,6-di-tert-butylphenyl) phosphite P(OC1=C(C=CC=C1C(C)(C)C)C(C)(C)C)(OC1=C(C=CC=C1C(C)(C)C)C(C)(C)C)OC1=C(C=CC=C1C(C)(C)C)C(C)(C)C